CN1C=C(C(=CC1=O)C)C1=C2CCN(C(C2=CC(=C1)CCN(C)CC)=O)[C@@H](C)C1=NC=C(C#N)C(=C1)OCC (S)-6-(1-(5-(1,4-dimethyl-6-oxo-1,6-dihydropyridin-3-yl)-7-(2-(ethyl(methyl)amino)ethyl)-1-oxo-3,4-dihydroisoquinolin-2(1H)-yl)ethyl)-4-ethoxynicotinonitrile